CN(C1=C(C=O)C=CC(=C1)O)C 2-(DIMETHYLAMINO)-4-HYDROXYBENZALDEHYDE